C(C1=CC=CC=C1)OC(CC1(CCNCC1)O)=O.C(C1=CC=CC=C1)N(C(=S)SSCCCSSC(N(CC1=CC=CC=C1)CC1=CC=CC=C1)=S)CC1=CC=CC=C1 1,3-bis(N,N'-dibenzylthiocarbamoyldithio)propane benzyl-2-(4-hydroxy-4-piperidyl)acetate